1-methyl-1,2-dihydrothieno[2,3-D][1,2,3]diazaborinine CB1NN=CC2=C1SC=C2